N-[(3R,6S)-6-{5-[2-(trifluoromethyl)pyridin-4-yl]-1,3,4-oxadiazol-2-yl}oxan-3-yl]acetamide FC(C1=NC=CC(=C1)C1=NN=C(O1)[C@@H]1CC[C@H](CO1)NC(C)=O)(F)F